C(CC)[C@H]1CC(OC1)=O (S)-4-propyl-dihydrofuran-2-one